COC(=O)C1=C(N(C(C=C1CC=NOCCOC(C)(C)C)=O)C)Cl 4-(2-((2-(tert-butoxy)ethoxy)imino)ethyl)-2-chloro-1-methyl-6-oxo-1,6-dihydropyridine-3-carboxylic acid methyl ester